C1N=CC2=CC=CC=C12 1H-Isoindol